(4-(2-fluorophenoxy)phenyl)-6-methoxy-7-((1-methylpiperidin-4-yl)methoxy)quinazolin-4-amine FC1=C(OC2=CC=C(C=C2)C2=NC3=CC(=C(C=C3C(=N2)N)OC)OCC2CCN(CC2)C)C=CC=C1